6-(3-isobutoxypyrazol-1-yl)pyridine-3-carboxamide C(C(C)C)OC1=NN(C=C1)C1=CC=C(C=N1)C(=O)N